C(C1=CC=CC=C1)C1=NN2C(O[C@@H](CC2)C)=C1C(=O)O (5R)-2-Benzyl-5-methyl-6,7-dihydro-5H-pyrazolo[5,1-b][1,3]oxazine-3-carboxylic acid